C(C)(C)(C)OC(=O)N1CCC(=CC1)C=1N=NC(=CC1C)N 4-(6-amino-4-methyl-pyridazin-3-yl)-3,6-dihydro-2H-pyridine-1-carboxylic acid tert-butyl ester